ClC1=CC=C(C=C1)[C@@H]1CN(CC1)C(=O)C1=CC(=NN1)C1=CC=NC=C1 [(3R)-3-(4-chlorophenyl)pyrrolidin-1-yl]-[3-(4-pyridyl)-1H-pyrazol-5-yl]methanone